2-(1-cyclobutyl-1,3-benzodiazol-2-yl)-5-hydroxy-1-methyl-6-oxopyrimidine-4-carboxylic acid C1(CCC1)N1C(=NC2=C1C=CC=C2)C=2N(C(C(=C(N2)C(=O)O)O)=O)C